C(#C)C1CCC(N1)=O 5-ethynyl-pyrrolidin-2-one